3-{[2-(2-methoxyphenyl)pyrimidin-4-yl]methoxy}phenol COC1=C(C=CC=C1)C1=NC=CC(=N1)COC=1C=C(C=CC1)O